3-ethyl-3-[(3-ethyloxetan-3-yl)methoxymethyl]Oxetane C(C)C1(COC1)COCC1(COC1)CC